COC(C(CC(C)C)N1N=C(C=C(C1=O)C)C=COCC)=O 2-(3-(2-ethoxyvinyl)-5-methyl-6-oxopyridazin-1(6H)-yl)-4-methylpentanoic acid methyl ester